CC1=NC(=CC(=C1)C=1NC2=CC=C(C=C2C1C(C)C)C1CCN(CC1)C(CN1CC(CCC1)F)=O)C 1-(4-(2-(2,6-dimethylpyridin-4-yl)-3-isopropyl-1H-indol-5-yl)piperidin-1-yl)-2-(3-fluoropiperidin-1-yl)ethan-1-one